OC(C(=O)Cl)C 2-hydroxypropionyl chloride